3-ethyl-7-((4-(8-(methylamino)imidazo[1,5-a]pyrimidin-3-yl)piperazin-1-yl)methyl)-1,5-diAzanaphthalen-2(1H)-one C(C)C=1C(NC2=CC(=CN=C2C1)CN1CCN(CC1)C=1C=NC=2N(C1)C=NC2NC)=O